ethyl(5-fluoro-1-((R)-5-(pyridin-2-yl)-2,3-dihydro-1H-indene-2-carbonyl)indolin-6-yl)(imino)-λ6-sulfanone C(C)S(=O)(=N)C1=C(C=C2CCN(C2=C1)C(=O)[C@@H]1CC2=CC=C(C=C2C1)C1=NC=CC=C1)F